BrC=1C(=CC2=C(OCC(N2C2COCC2)=O)C1)C(=O)[O-] 7-bromo-3-oxo-4-(tetrahydrofuran-3-yl)-3,4-dihydro-2H-benzo[b][1,4]oxazine-6-carboxylate